CN1N=CC(=C1)C=1C=CC=2N(C1)N=NC2C(=O)NC=2C(=NC=C(C2)NC(CN2CC(N(CC2)C)(C)C)=O)C 6-(1-methylpyrazol-4-yl)-N-[2-methyl-5-[[2-(3,3,4-trimethylpiperazin-1-yl)acetyl]amino]-3-pyridyl]triazolo[1,5-a]pyridine-3-carboxamide